tert-butyl N-[1-[4-[(5-bromo-1-methyl-imidazole-2-carbonyl)amino]-2-chloro-benzoyl]-4-piperidyl]carbamate BrC1=CN=C(N1C)C(=O)NC1=CC(=C(C(=O)N2CCC(CC2)NC(OC(C)(C)C)=O)C=C1)Cl